Uridine-13C5 [13C@@H]1([13C@H](O)[13C@H](O)[13C@@H]([13CH2]O)O1)N1C(=O)NC(=O)C=C1